NCC1=CC(=C(C=C1)C=1N=C2SC3=C(N2C1)C=CC(=C3)C(=O)NCCCN3CCCCC3)C(F)F 2-(4-(aminomethyl)-2-(difluoromethyl)phenyl)-N-(3-(piperidin-1-yl)propyl)benzo[d]imidazo[2,1-b]thiazole-7-carboxamide